N-({2-[({bicyclo[3.1.0]hexan-6-yl}amino)methyl]-1H-indol-6-yl}methyl)-4-oxo-4H-pyrido[1,2-a]pyrimidine-2-carboxamide C12CCCC2C1NCC=1NC2=CC(=CC=C2C1)CNC(=O)C=1N=C2N(C(C1)=O)C=CC=C2